COC=1C=C(C=CC1)C(C(NS(=O)(=O)C=1C=NC=CC1)=O)N1C=CC2=C(C=CC=C12)NCC(=O)O N-(1-(1-(3-methoxyphenyl)-2-oxo-2-(pyridine-3-sulfonamido)ethyl)indol-4-yl)glycine